FC1=C(SC=C1)CC(C)C 3-fluoro-2-isobutylthiophene